C(C)C1=CC(=NN1C1=NC(=NC(=C1)N1CCOCC1)[C@H](CO)OC)C1=CC=CC=C1 (R)-2-(4-(5-ethyl-3-phenyl-1H-pyrazol-1-yl)-6-morpholinopyrimidin-2-yl)-2-methoxyethan-1-ol